3-(1-(tert-butoxycarbonyl)-3,6-difluoro-7-methoxy-1H-indol-4-yl)-2-(2,6-diethylphenyl)-2,4,6,7-tetrahydro-5H-pyrazolo[4,3-c]pyridine-5-carboxylic acid tert-butyl ester C(C)(C)(C)OC(=O)N1CC=2C(CC1)=NN(C2C2=C1C(=CN(C1=C(C(=C2)F)OC)C(=O)OC(C)(C)C)F)C2=C(C=CC=C2CC)CC